tert-butyl ((4-([1,1'-biphenyl]-2-yl)-2-methylquinolin-6-yl)methyl)(tetrahydro-2H-pyran-4-yl)carbamate C1(=C(C=CC=C1)C1=CC(=NC2=CC=C(C=C12)CN(C(OC(C)(C)C)=O)C1CCOCC1)C)C1=CC=CC=C1